(R)-tert-Butyl 1-(7-cyano-1H-indol-4-yl)piperidin-3-ylcarbamate C(#N)C=1C=CC(=C2C=CNC12)N1C[C@@H](CCC1)NC(OC(C)(C)C)=O